ClC1=NC=C(C(=C1)C1=C(C=NC(=C1)C)C(=O)NC=1SC=2C(=NC=C(N2)C2=CCC(C2)=O)N1)OC 2'-chloro-5'-methoxy-6-methyl-N-[6-(4-oxocyclopent-1-en-1-yl)-[1,3]thiazolo[4,5-b]pyrazin-2-yl]-[4,4'-bipyridine]-3-carboxamide